3-(2-(2-chloro-5-cyclobutoxy-phenyl)-1,2,3,4-tetrahydroisoquinolin-6-yl)propionic acid ClC1=C(C=C(C=C1)OC1CCC1)N1CC2=CC=C(C=C2CC1)CCC(=O)O